4-chloro-5,5-dimethyl-5H-pyrrolo[2,3-d]pyrimidin-6(7H)-one ClC=1C2=C(N=CN1)NC(C2(C)C)=O